3-vinylpyrrolidin-2-one C(=C)C1C(NCC1)=O